COC(C1=C(C(=CC(=C1)F)Cl)NC1=C(C=C(C=C1)F)C=O)=O chloro-5-fluoro-2-((4-fluoro-2-formylphenyl)amino)-benzoic acid methyl ester